C(C)OC1=CC=C(CC=2C=C(C=CC2Cl)[C@]23[C@@H]([C@H]([C@@H]([C@](CO2)(O3)[C@@H](C)O)O)O)O)C=C1 (1R,2S,3S,4R,5S)-5-(3-(4-ethoxybenzyl)-4-chlorophenyl)-1-((1R)-1-hydroxyethyl)-6,8-dioxa-bicyclo[3.2.1]octane-2,3,4-triol